CN1N=C(C=C1C)NC1=NC=C(C(=N1)C1=CNC2=C(C=CC=C12)NC(CN1C[C@H](CC1)OC1=NC=C(C=N1)C1=CC=NC=C1)=O)C (S)-N-(3-(2-((1,5-dimethyl-1H-pyrazol-3-yl)amino)-5-methylpyrimidin-4-yl)-1H-indol-7-yl)-2-(3-((5-(pyridin-4-yl)pyrimidin-2-yl)oxy)pyrrolidin-1-yl)acetamide